2-(4-(3-Fluorooxetan-3-yl)-2,6-diisopropylphenyl)acetyl chloride FC1(COC1)C1=CC(=C(C(=C1)C(C)C)CC(=O)Cl)C(C)C